NC1=C(C(=NN1C(C)C)C(=O)NC=1C(=NC=C(C1)NC(CC1=CC=C(C=C1)OC(F)F)=O)F)C(=O)N 5-amino-N3-(5-(2-(4-(difluoromethoxy)phenyl)acetamido)-2-fluoropyridin-3-yl)-1-isopropyl-1H-pyrazole-3,4-dicarboxamide